sodium (S)-3-(3-(benzo[d][1,3]dioxol-5-yl)phenyl)-3-(3-(1-methyl-4-oxido-2-oxo-1,2-dihydro pyridin-3-yl)ureido)propanoate O1COC2=C1C=CC(=C2)C=2C=C(C=CC2)[C@H](CC(=O)[O-])NC(=O)NC=2C(N(C=CC2[O-])C)=O.[Na+].[Na+]